2-(4,6-dimethylpyrazolo[1,5-a]pyrazin-2-yl)-5-fluoro-6-(1-methylpiperidin-4-yl)quinazolin-4(3H)-one CC=1C=2N(C=C(N1)C)N=C(C2)C2=NC1=CC=C(C(=C1C(N2)=O)F)C2CCN(CC2)C